CC1=C(C(=CC(=C1)C)C)N1C(N(C=C1)C1=C(C=C(C=C1C)C)C)=[Pd] [1,3-bis(2,4,6-trimethylphenyl)imidazol-2-ylidene]Palladium (II)